2-(3-methylpyrazol-1-yl)-4-nitrobenzoic acid CC1=NN(C=C1)C1=C(C(=O)O)C=CC(=C1)[N+](=O)[O-]